2-chloro-5-(cyclopropylcarbamoyl)phenylboronic acid ClC1=C(C=C(C=C1)C(NC1CC1)=O)B(O)O